(S)-(2-(4-((S)-1-(benzo[d]thiazol-5-yl)ethyl)piperazin-1-yl)pyrimidin-5-yl)(imino)(methyl)-λ6-sulfanone S1C=NC2=C1C=CC(=C2)[C@H](C)N2CCN(CC2)C2=NC=C(C=N2)[S@@](=O)(C)=N